2-cyclopropyl-4-(p-toluenesulfonyl)-6-(1H-pyrazol-4-yl)morpholine [3,4,5,6-tetrakis[(2-bromo-2-methylpropanoyl)oxy]oxan-2-yl]methyl-2-bromo-2-methylpropanoate BrC(C(=O)OC1C(OC(C(C1OC(C(C)(Br)C)=O)OC(C(C)(Br)C)=O)OC(C(C)(Br)C)=O)COC(C(C)(C)Br)=O)(C)C.C1(CC1)C1CN(CC(O1)C=1C=NNC1)S(=O)(=O)C1=CC=C(C)C=C1